ClC1=C(C(=CC=C1)Cl)C(C#N)C(CC#N)C1=CC=CC=C1 2-(2,6-dichlorophenyl)-3-phenyl-glutaronitrile